C1(=CC=CC=C1)C(CC1=NC=CC=C1)N 1-phenyl-2-(pyridin-2-yl)ethylamine